N1CCC=C1C(=O)O dihydropyrrole-5-carboxylic acid